C1(CC1)C1=CC=2C=NC(=C(C2N1)C1=NC2=C(N1)C=C(C(=C2C)N2CCN(CC2)C)C)OC 2-cyclopropyl-7-(4,6-dimethyl-5-(4-methylpiperazin-1-yl)-1H-benzo[d]imidazol-2-yl)-6-Methoxy-1H-pyrrolo[3,2-c]pyridine